[1-(5,5-dimethyloxolan-3-yl)-3-(4-fluorophenyl)-1H-pyrazol-4-yl]-6-phenylfuro[2,3-d]pyrimidine CC1(CC(CO1)N1N=C(C(=C1)C=1N=CC2=C(N1)OC(=C2)C2=CC=CC=C2)C2=CC=C(C=C2)F)C